C1(=CC=CC=C1)S(CCCBr)(C1=CC=CC=C1)C1=CC=CC=C1 3-(triphenylmercapto)propyl bromide